COC(C1=C(C=CC=C1)NC(=O)NCC12CC3CC(CC(C1)C3)C2)=O 2-(3-adamantylmethylureido)benzoic acid methyl ester